4-fluoro-3-anisaldehyde FC1=C(C=C(C=O)C=C1)OC